FC1=C(C(=C(C#N)C(=C1)OC)N1CCC(CC1)C1=NN=CN1C)C=1C=NC(=CC1)F 4-fluoro-3-(6-fluoropyridin-3-yl)-6-methoxy-2-(4-(4-methyl-4H-1,2,4-triazol-3-yl)piperidin-1-yl)benzonitrile